3-[4-(7H-pyrrolo[2,3-d]pyrimidin-4-yl)-1H-pyrazol-1-yl]propanenitrile N1=CN=C(C2=C1NC=C2)C=2C=NN(C2)CCC#N